C(C1=CC=CC=C1)OC(=O)C(CCC[C@@H](NC(=O)OC(C)(C)C)C(=O)O)N 6-[(benzyloxy)carbonyl]-N2-(tert-butoxycarbonyl)-D-lysine